NC([C@H](CCC(=O)OC(C)(C)C)N1C(C2=CC=CC(=C2C1)O)=O)=O (S)-tert-butyl 5-amino-4-(4-hydroxy-1-oxoisoindolin-2-yl)-5-oxovalerate